C(#CC)OC1(CC=CC(=C1)N)N 2-propynyloxy-2,4-phenylenediamine